P(=O)(OC[C@H](COC(CCCCCCC\C=C/CCCCCCCC)=O)O)(OC[C@H](COC(CCCCCCC\C=C/CCCCCCCC)=O)O)[O-].[NH4+] ammonium bis((S)-2-hydroxy-3-(oleoyloxy)propyl) phosphate